C(CCCCCCCCCCCCCCCCCC)(=O)OC[C@@H](OC(CCCCCCCCCCCCCCCCCC)=O)COP(=O)([O-])OCC[N+](C)(C)C 1,2-bis-nonadecanoyl-sn-glycero-3-phosphocholine